N-[3-(triethoxysilyl)propyl]butan-1-amine C(C)O[Si](CCCNCCCC)(OCC)OCC